BrC=1C=CC=2N(C1)N=CC2C2OCCO2 6-bromo-3-(1,3-dioxolan-2-yl)pyrazolo[1,5-a]pyridine